Ethyl (R)-3-(1-(4-Cyanophenyl)-2-methyl-3-(2-(piperidin-1-yl)acetyl)-1H-pyrrolo[3,2-b]pyridin-6-yl)butanoate C(#N)C1=CC=C(C=C1)N1C(=C(C2=NC=C(C=C21)[C@@H](CC(=O)OCC)C)C(CN2CCCCC2)=O)C